2-((3,4-dihydroisoquinolin-2(1H)-yl)methyl)-5-hydroxy-4H-pyran-4-one C1N(CCC2=CC=CC=C12)CC=1OC=C(C(C1)=O)O